5-Chloro-N-(3-methylsulfonylphenyl)-2-[4-(trifluoromethoxy)phenoxy]pyridine-3-carboxamide ClC=1C=C(C(=NC1)OC1=CC=C(C=C1)OC(F)(F)F)C(=O)NC1=CC(=CC=C1)S(=O)(=O)C